5-Chloro-2-oxo-2H-[1,3'-bipyridin] ClC=1C=CC(N(C1)C=1C=NC=CC1)=O